ethylhexyl acrylate (Ethyl hexyl acrylate) C(C)C=C(C(=O)O)CCCCCC.C(C=C)(=O)OC(CCCCC)CC